C(C)(C)(C)C1=C(C=CC(=C1)F)NC1=C(C(=O)NC=2C(=NC(=CC2)OC)C)C=CC(=C1)C(F)(F)F 2-((2-(tert-butyl)-4-fluorophenyl)amino)-N-(6-methoxy-2-methylpyridin-3-yl)-4-(trifluoromethyl)benzamide